C12C3OC3C(CC2O1)C(=O)[O-] 3,8-dioxatricyclo[5.1.0.02,4]octane-5-carboxylate